1-tert-butyl 4-methyl-isopropylpiperidine-1,4-dicarboxylate CC1(CC(N(CC1)C(=O)OC(C)(C)C)C(C)C)C(=O)[O-]